C(CCC)NC(=O)NC1CCC(CC1)(C(=O)OC)CC=1C(=NC=CC1)OC Methyl 4-(butylcarbamoylamino)-1-[(2-methoxy-3-pyridyl)methyl]cyclohexanecarboxylate